BrC=1C(=C(C=C(C1I)C)N(C(C)=O)C)[N+](=O)[O-] N-(3-bromo-4-iodo-5-methyl-2-nitrophenyl)-N-methylacetamide